2-amino-N-((6-methoxy-3-pyridazinyl)methyl)-3-methyl-N-((1S)-1-(1-methyl-1H-1,2,4-triazol-3-yl)ethyl)-6-quinolinecarboxamide NC1=NC2=CC=C(C=C2C=C1C)C(=O)N([C@@H](C)C1=NN(C=N1)C)CC=1N=NC(=CC1)OC